(2S,6S*)-N-[(1S)-1-cyano-2-[4-(3-methyl-2-oxo-2,3-dihydro-1,3-benzoxazol-5-yl)phenyl]ethyl]-6-hydroxy-6-propyl-1,4-oxazepane-2-carboxamide C(#N)[C@H](CC1=CC=C(C=C1)C=1C=CC2=C(N(C(O2)=O)C)C1)NC(=O)[C@H]1OC[C@@](CNC1)(CCC)O |o1:27|